(E)-3-(4-chlorophenyl)-N-((4-chlorophenyl)sulfonyl)-4-phenyl-4,5-dihydro-1H-pyrazole-1-carboxamide chloride [Cl-].ClC1=CC=C(C=C1)C1=NN(CC1C1=CC=CC=C1)C(=O)NS(=O)(=O)C1=CC=C(C=C1)Cl